CC1(OB(OC1(C)C)C1=CC2=C(OC(O2)(F)F)C=C1F)C 4,4,5,5-tetramethyl-2-(2,2,6-trifluorobenzo[d][1,3]dioxol-5-yl)-1,3,2-dioxaborolane